F[P-](F)(F)(F)(F)F.OCCN1C(=[N+](C=C1)C)C 1-(2-hydroxyethyl)-2,3-dimethylimidazolium hexafluorophosphate